(4-((Dimethylamino)methyl)-1,3-dioxolane-2,2-diyl)bis(1-(hexylthio)heptane-7,2-diyl) bis(decanoate) C(CCCCCCCCC)(=O)OC(CSCCCCCC)CCCCCC1(OCC(O1)CN(C)C)CCCCCC(CSCCCCCC)OC(CCCCCCCCC)=O